C[C@@H]1CCOCCCC=2N=CN(C3=NN(C=4C=CC(O1)=CC34)C3OCCCC3)N2 (12R)-12-methyl-18-(oxan-2-yl)-9,13-dioxa-2,4,18,19,22-pentaazatetracyclo[12.5.2.12,5.017,20]docosa-1(19),3,5(22),14(21),15,17(20)-hexaene